tert-butyl-(1S)-1-(4-chlorophenyl)-7-isopropoxy-6-methoxy-2-[4-(methylamino)phenyl]-1,4-dihydroisoquinolin-3-one C(C)(C)(C)[C@]1(N(C(CC2=CC(=C(C=C12)OC(C)C)OC)=O)C1=CC=C(C=C1)NC)C1=CC=C(C=C1)Cl